3-chloro-4-(1-(2-cyclopropylpyrimidin-5-yl)-5-(3,5-dimethylisoxazol-4-yl)-1H-pyrrolo[2,3-b]pyridin-3-yl)-5-(2,2-difluoroethoxy)benzoic acid ClC=1C=C(C(=O)O)C=C(C1C1=CN(C2=NC=C(C=C21)C=2C(=NOC2C)C)C=2C=NC(=NC2)C2CC2)OCC(F)F